O-Menthylsuccinat C1(C(CCCC1)C(C)C)(C)C(C(=O)[O-])CC(=O)[O-]